Ethyl (E)-4-{tert-butoxycarbonyl-[3-(3-chloro-10,11-dihydro-5H-dibenzo[b,f]azepin-5-yl)propylamino]}but-2-enoate C(C)(C)(C)OC(=O)N(C/C=C/C(=O)OCC)CCCN1C2=C(CCC3=C1C=CC=C3)C=CC(=C2)Cl